N-[2-[2-[2-(aminomethyl)morpholin-4-yl]ethoxy]ethyl]-4-[[3-(3-fluoro-4-methoxy-phenyl)imidazo[1,2-a]pyrazin-8-yl]amino]-2-methyl-benzamide NCC1CN(CCO1)CCOCCNC(C1=C(C=C(C=C1)NC=1C=2N(C=CN1)C(=CN2)C2=CC(=C(C=C2)OC)F)C)=O